N2-Ethyl-5-(5-iodo-2-isopropyl-4-methoxy-phenoxy)-pyrimidine-2,4-diamine C(C)NC1=NC=C(C(=N1)N)OC1=C(C=C(C(=C1)I)OC)C(C)C